C(C)(C)(C)OC(=O)N1CCN(CC1)C1=NC=C(C=C1C)C=1C=2N(C=C(C1)C=1C=NN(C1)C)N=CC2C#N 4-(5-(3-cyano-6-(1-methyl-1H-pyrazol-4-yl)pyrazolo[1,5-a]pyridin-4-yl)-3-methylpyridin-2-yl)piperazine-1-carboxylic acid tert-butyl ester